2-(2-methyl-4-aminopentyl)benzol CC(CC1=CC=CC=C1)CC(C)N